C1OCCC12CCN(CC2)[C@H]2[C@H](CCC2)OC=2C=C1CN(C(C1=CC2)=O)C2C(NC(CC2)=O)=O 3-(5-(((1S,2R)-2-(2-oxa-8-azaspiro[4.5]decan-8-yl)cyclopentyl)oxy)-1-oxoisoindolin-2-yl)piperidine-2,6-dione